OCCS(=O)(=O)[O-] 2-Hydroxy-ethanesulfonate